benzyl 4-[[3-[3-[3-amino-6-(5-fluoro-2-hydroxy-phenyl)pyridazin-4-yl]-3,8-diazabicyclo[3.2.1]octan-8-yl]phenyl]methyl]piperazine-1-carboxylate NC=1N=NC(=CC1N1CC2CCC(C1)N2C=2C=C(C=CC2)CN2CCN(CC2)C(=O)OCC2=CC=CC=C2)C2=C(C=CC(=C2)F)O